6'-(((1S,3S)-3-((5,6-Dimethylpyrazin-2-yl)amino)cyclopentyl)amino)-3-methoxy-2H-[1,3'-bipyridin]-2-one CC=1N=CC(=NC1C)N[C@@H]1C[C@H](CC1)NC1=CC=C(C=N1)N1C(C(=CC=C1)OC)=O